N-ethyl-4-(6,7,8-trifluoro-4-(1,4-dioxa-8-azaspiro[4.5]decan-8-yl)quinoline-3-carbonyl)piperazine-1-carboxamide C(C)NC(=O)N1CCN(CC1)C(=O)C=1C=NC2=C(C(=C(C=C2C1N1CCC2(OCCO2)CC1)F)F)F